(R)-4-(7-fluoro-imidazo[1,2-a]pyridin-3-yl)-7-((6-(((2-hydroxy-ethyl)(meth-yl)amino)methyl)-5-(tetrahydrofuran-3-yl)pyridin-2-yl)amino)isoindolin-1-one FC1=CC=2N(C=C1)C(=CN2)C2=C1CNC(C1=C(C=C2)NC2=NC(=C(C=C2)[C@@H]2COCC2)CN(C)CCO)=O